butylamine methanesulfinate CS(=O)O.C(CCC)N